4-(3-(4-Methoxyphenyl)-1,2,4-oxadiazol-5-yl)-N-((1-((Tetrahydro-2H-pyran-4-yl)methyl)pyrrolidin-3-yl)methyl)piperazin-1-carboxamid COC1=CC=C(C=C1)C1=NOC(=N1)N1CCN(CC1)C(=O)NCC1CN(CC1)CC1CCOCC1